2-(4-chloro-3-(2-(2-methylbiphenyl-3-yl)ethenyl)benzylamino)-3-hydroxypropionic acid ClC1=C(C=C(CNC(C(=O)O)CO)C=C1)C=CC=1C(=C(C=CC1)C1=CC=CC=C1)C